N-hydroxy-N-(1,3,5-trimethyl-2,4,6-trioxohexahydropyrimidin-5-yl)acetamide ethyl-2-(trifluoromethyl)nicotinate C(C)OC(C1=C(N=CC=C1)C(F)(F)F)=O.ON(C(C)=O)C1(C(N(C(N(C1=O)C)=O)C)=O)C